methyl-o-ethylstyrene CC=CC1=C(C=CC=C1)CC